OC=1C(=CC=NC1)C(=O)N 5-hydroxy-pyridin-4-carboxamide